CCCCC(CCCCCC(CCCCCCCCC)O)O eicosane-5,11-diol